4-((4-fluorophenyl)ethynyl)-N-((tetrahydro-2H-pyran-4-yl)methyl)benzamide FC1=CC=C(C=C1)C#CC1=CC=C(C(=O)NCC2CCOCC2)C=C1